O1CCN(CC1)C1=NC(=C2C=C(C=NC2=C1)NS(=O)(=O)C)OC1CCC(CC1)NC1=NC=C(C=N1)CN1CCOCC1 N-[7-morpholino-5-[4-[[5-(morpholinomethyl)pyrimidin-2-yl]amino]cyclohexoxy]-1,6-naphthyridin-3-yl]methanesulfonamide